(S)-((4-ethyl-8-fluoro-4-hydroxy-9-methyl-3,14-dioxo-3,4,12,14-tetrahydro-1H-pyrano[3',4':6,7]indolizino[1,2-b]quinolin-11-yl)methyl)carbamic acid methyl ester COC(NCC1=C2C(=NC=3C=C(C(=CC13)C)F)C1=CC3=C(C(N1C2)=O)COC([C@]3(O)CC)=O)=O